C1(=CC=C(C=C1)C=1C=C(CNC1)C(=O)N)C 5-(p-tolyl)-1,2-dihydropyridine-3-carboxamide